1-(bicyclo[2.1.1]hexan-2-yl)-4-((6-(2-fluorophenyl)pyridazin-3-yl)methyl)piperazine-2,3-dione C12C(CC(C1)C2)N2C(C(N(CC2)CC=2N=NC(=CC2)C2=C(C=CC=C2)F)=O)=O